[NH4+].P(=O)(OC1CN(C1)C(CCCCC1=CC(=C(C=C1)CCCCCCC)C(F)(F)F)=O)(O)O 1-{5-[4-Heptyl-3-(trifluoromethyl)phenyl]pentanoyl}azetidin-3-yl dihydrogen phosphate ammonium salt